(+/-)-[2-{[3,5-difluoro-4-({3-[1-(propan-2-yl)-1H-pyrazol-5-yl]-1H-pyrrolo[2,3-b]pyridin-4-yl}oxy)phenyl]amino}-5-methyl-5,6-dihydro-4H-1,3-oxazin-5-yl]methanol FC=1C=C(C=C(C1OC1=C2C(=NC=C1)NC=C2C2=CC=NN2C(C)C)F)NC=2OC[C@@](CN2)(C)CO |r|